O1C(=CC=C1)C1=CC=C(N=N1)N 6-(furan-2-yl)pyridazin-3-amine